1-(ethylsulfonyl)-isothiocyanatooctane C(C)S(=O)(=O)C(CCCCCCC)N=C=S